2-(Benzyloxy)-7-chloropyrazolo[1,5-a]pyridine-3-carboxylic acid C(C1=CC=CC=C1)OC1=NN2C(C=CC=C2Cl)=C1C(=O)O